C(C)(C)(C)OC(CC=1OC(=NN1)C=1C=NC(=C(C1)C#N)NC1CC2=CC=CC=C2C1)=O 5-(5-cyano-6-((2,3-dihydro-1H-inden-2-yl)amino)pyridin-3-yl)-1,3,4-oxadiazole-2-acetic acid tert-butyl ester